rac-trans-N-(4-aminocyclohexyl)-3-((methylthio)methyl)-5-phenyladamantane-1-carboxamide N[C@@H]1CC[C@H](CC1)NC(=O)C12CC3(CC(CC(C1)C3)(C2)C2=CC=CC=C2)CSC